O1CC(CC1)NC1=CC(=NC=N1)NC1=CC2=C(C(NC23CCCCC3)=O)S1 2'-((6-((tetrahydrofuran-3-yl)amino)pyrimidin-4-yl)amino)spiro[cyclohexane-1,4'-thieno[2,3-c]pyrrol]-6'(5'H)-one